C(C1=CC=CC=C1)OCC1=NN(C(N1CC)=O)C=1C(=CN2C(C(=CC(=C2C1)C(C)C)Br)=O)F 8-(3-((benzyloxy)methyl)-4-ethyl-5-oxo-4,5-dihydro-1H-1,2,4-triazol-1-yl)-3-bromo-7-fluoro-1-isopropyl-4H-quinolizin-4-one